COC[C@H](O)C1=NC=C(C=C1)[N+](=O)[O-] |r| rac-2-methoxy-1-(5-nitropyridin-2-yl)ethan-1-ol